1-butyl-1,1,3,3,5,5,7,7,9,9-decamethyl-9-(((6aR,10aR)-6,6,9-trimethyl-3-pentyl-6a,7,8,10a-tetrahydro-6H-benzo[c]chromen-1-yl)oxy)pentasiloxane C(CCC)[Si](O[Si](O[Si](O[Si](O[Si](OC1=C2[C@H]3[C@H](C(OC2=CC(=C1)CCCCC)(C)C)CCC(=C3)C)(C)C)(C)C)(C)C)(C)C)(C)C